diphenylvinylphenyl ether C1(=CC=CC=C1)C(=COC1=CC=CC=C1)C1=CC=CC=C1